3-(2-(benzyloxy)-4-propoxyphenyl)-3-hydroxy-8,8-dimethyl-2,3-dihydropyrano[2,3-f]chromen-4(8H)-one C(C1=CC=CC=C1)OC1=C(C=CC(=C1)OCCC)C1(C(C=2C(=C3C=CC(OC3=CC2)(C)C)OC1)=O)O